ClC1=NC=NC=2N(CC(N(C12)C)=O)CC1=C(C=C(C=C1)OC)OC 4-chloro-8-(2,4-dimethoxybenzyl)-5-methyl-7,8-dihydropteridin-6(5H)-one